((2-chloropyridin-3-yl)methyl)-6-mercaptophthalazin-1(2H)-one ClC1=NC=CC=C1CN1C(C2=CC=C(C=C2C=N1)S)=O